C(C=C)C1=CC(=C(C=C1)C#CCC/C=C/C(=O)NCC(C)C)OC (E)-7-(4-allyl-2-methoxyphenyl)-N-isobutylhept-2-en-6-ynamide